ClC=1C=C(C=CC1OC1CC1)N1C[C@H](CC1)C(=O)N[C@@H]([C@H](O)C1=CC2=C(OCCO2)C=C1)CN1CCCC1 (S)-1-(3-chloro-4-cyclopropoxyphenyl)-N-((1R,2R)-1-(2,3-dihydrobenzo[b][1,4]dioxin-6-yl)-1-hydroxy-3-(pyrrolidin-1-yl)propan-2-yl)pyrrolidine-3-carboxamide